ON1C(COCC1)=O hydroxyl-morpholone